N-Ethyl-3-(1-methylimidazol-4-yl)-4-[[4-(trifluoromethyl)phenyl]methylamino]benzenesulfonamide C(C)NS(=O)(=O)C1=CC(=C(C=C1)NCC1=CC=C(C=C1)C(F)(F)F)C=1N=CN(C1)C